(5-bromo-2-chloropyridin-4-yl)methanol BrC=1C(=CC(=NC1)Cl)CO